1,2,3,4,5-pentaphenyl-silole C1(=CC=CC=C1)[SiH]1C(=C(C(=C1C1=CC=CC=C1)C1=CC=CC=C1)C1=CC=CC=C1)C1=CC=CC=C1